5-(3,4-dimethoxyphenyl)-1,1-dioxo-2-propyl-N-[6-(trifluoromethyl)pyridin-2-yl]-2H-1λ6,2,6-thiadiazine-3-carboxamide COC=1C=C(C=CC1OC)C=1C=C(N(S(N1)(=O)=O)CCC)C(=O)NC1=NC(=CC=C1)C(F)(F)F